2-amino-6-hydroxy-2-(3-trifluoromethoxyphenyl)cyclohexane-1-one NC1(C(C(CCC1)O)=O)C1=CC(=CC=C1)OC(F)(F)F